diisostearate titanium [Ti+2].C(CCCCCCCCCCCCCCC(C)C)(=O)[O-].C(CCCCCCCCCCCCCCC(C)C)(=O)[O-]